BrC=1C=C(C=CC1N1CC(NCC1)(C)C)C=1C(=C(C(=O)N)C=CC1)NC1=CC(=CC=C1)Br (3-bromo-4-(3,3-dimethylpiperazin-1-yl)phenyl)-2-((3-bromophenyl)amino)benzamide